FCCCCCCCCS(=O)(=O)OCCCCCCCCCCC undecyl fluorooctyl-sulfonate